hydroxymethoxybenzenesulfonic acid OCOC1=C(C=CC=C1)S(=O)(=O)O